Benzyl-N-{[(3aR,4R,6aR)-2,2-dimethyl-6-oxo-tetrahydrocyclopenta[d][1,3]dioxol-4-yl]methyl}carbamate C(C1=CC=CC=C1)OC(NC[C@H]1CC([C@@H]2OC(O[C@@H]21)(C)C)=O)=O